FC=1C=C(C=CC1C(F)(F)F)C1C(=C(NC=2N1N=C(C2)CN2CCOCC2)C)C(=O)NC=2C=C1C=CN=CC1=CC2 7-(3-fluoro-4-(trifluoromethyl)phenyl)-N-(isoquinolin-6-yl)-5-methyl-2-(morpholinomethyl)-4,7-dihydropyrazolo[1,5-a]pyrimidine-6-carboxamide